2-benzhydryl-7-(6-(trifluoromethyl)pyridin-3-yl)-2,7-diazaspiro[3.5]nonan-6-one C(C1=CC=CC=C1)(C1=CC=CC=C1)N1CC2(C1)CC(N(CC2)C=2C=NC(=CC2)C(F)(F)F)=O